C1N(CCC2=CN=CC=C12)C(=O)N dihydro-2,6-naphthyridine-2(1H)-carboxamide